3',4'-dimethoxy-[1,1-biphenyl]-3-carbaldehyde COC=1C=C(C=CC1OC)C1=CC(=CC=C1)C=O